(S)-4-(2,2-difluoro-7-((5-methoxy-7-methyl-1H-indol-4-yl)methyl)-7-azaspiro[3.5]nonan-6-yl)-3-(3,3-difluoroazetidin-1-yl)benzoic acid FC1(CC2(C1)C[C@H](N(CC2)CC2=C1C=CNC1=C(C=C2OC)C)C2=C(C=C(C(=O)O)C=C2)N2CC(C2)(F)F)F